1-(benzyloxy)-4-[3-(benzyloxy)-1-methanesulfonylcyclobutyl]benzene C(C1=CC=CC=C1)OC1=CC=C(C=C1)C1(CC(C1)OCC1=CC=CC=C1)S(=O)(=O)C